F[P-](F)(F)(F)(F)F.N1(N=NC2=C1C=CC=C2)O[P+](N2CCCC2)(N2CCCC2)N2CCCC2 benzotriazole-1-yloxy-tris(tetrahydropyrrolyl)phosphonium hexafluorophosphate